3-(difluoromethyl)-N-(4-fluoro-2-iodophenyl)-1-methylpyrazole-4-carboxamide FC(C1=NN(C=C1C(=O)NC1=C(C=C(C=C1)F)I)C)F